O1C(NC2=C1C=C(C=C2)S(=O)(=O)Cl)=O benzoxazolone-6-sulfonyl chloride